C(C1=CC=CC=C1)OC1=CC=2CN(N3C(C2C2=C1OCC2)=CC(C(=C3)C(=O)OC)=O)C3=CC=CC=C3 methyl 4-(benzyloxy)-11-oxo-7-phenyl-2,6,7,11-tetrahydro-1H-furo[2,3-h]pyrido[2,1-a]phthalazine-10-carboxylate